7-(5-bromo-3H-imidazo[4,5-b]pyridin-3-yl)-1-(methylsulfonyl)-1,2,3,4-tetrahydroquinoline BrC1=CC=C2C(=N1)N(C=N2)C2=CC=C1CCCN(C1=C2)S(=O)(=O)C